3-nitro-4-dibenzylaminobenzoate [N+](=O)([O-])C=1C=C(C(=O)[O-])C=CC1N(CC1=CC=CC=C1)CC1=CC=CC=C1